4-({[2-fluoro-4-methoxy-5-(4-methyl-2,3-dihydroquinoxaline-1-sulfonyl)phenyl]carbamoyl}amino)thiophene-2,3-dicarboxylic acid dimethyl ester COC(=O)C=1SC=C(C1C(=O)OC)NC(NC1=C(C=C(C(=C1)S(=O)(=O)N1CCN(C2=CC=CC=C12)C)OC)F)=O